IC1=CC=C(C(=O)NC2=CC=C(C(=O)NC3=C(C(=O)O)C=CC=C3)C=C2)C=C1 2-(4-(4-iodobenzamido)benzamido)benzoic acid